COC(=O)[C@H]1N(CCCC1)C1CCC2=CC(=CC=C12)C#CC1=CC(=CC=C1)F |r| Racemic-(2S)-1-(5-((3-fluorophenyl)ethynyl)-2,3-dihydro-1H-inden-1-yl)-piperidine-2-carboxylic acid methyl ester